CCCCCCCCCCCC(=O)O[C@H](COC(=O)CCCCCCC/C=C\CCCCCCCCC)COP(=O)([O-])OCC[N+](C)(C)C 1-(9Z-nonadecenoyl)-2-dodecanoyl-glycero-3-phosphocholine